CS(=O)(=O)C=1C=CC(=C(OCC#N)C1)NCC#CC=1N(C2=CC=CC(=C2C1)NC1CCC(CC1)N1CCC2(COC2)CC1)CC(F)(F)F 2-(5-methanesulfonyl-2-{[3-(4-{[(1S,4S)-4-{2-oxa-7-azaspiro[3.5]nonan-7-yl}cyclohexyl]amino}-1-(2,2,2-trifluoroethyl)-1H-indol-2-yl)prop-2-yn-1-yl]amino}phenoxy)acetonitrile